(3R,3aR,4R,5R,7S,9R,9aR,12R)-3-methoxy-4,7,9,12-tetramethyl-8-oxo-7-vinyldecahydro-4,9a-propanocyclopenta[8]annulen-5-yl carbonochloridate C(O[C@H]1[C@]2([C@H]3[C@]([C@H](C([C@@](C1)(C=C)C)=O)C)(CC[C@H]3OC)CC[C@H]2C)C)(=O)Cl